ethyl 2-((ethoxycarbonyl)(ethyl)amino)-2-isobutyl-4-methylpentanoate C(C)OC(=O)N(C(C(=O)OCC)(CC(C)C)CC(C)C)CC